C(C)(=O)O[C@@H]1CNC(C(C1)(F)F)C=1C(=NC=C(C1)C=1N=NN(C1COC(N(C)CC1C(C1)(F)F)=O)C)CC (3S)-1-(6-(5-((((((2,2-difluorocyclopropyl) methyl) (methyl) carbamoyl) oxy) methyl)-1-methyl-1H-1,2,3-triazol-4-yl)-2-ethylpyridin-3-yl)-5,5-difluoropiperidin-3-yl) acetate